ClC1=CC2=C(C=N1)N=C(S2)N2CCOCC2 4-(6-chlorothiazolo[4,5-c]pyridin-2-yl)morpholine